4-(3-bromo-4-oxo-2-(trifluoromethyl)-4H-pyrido[1,2-a]pyrimidin-9-yl)-2-fluoro-N-(2-methoxyethyl)benzamide BrC1=C(N=C2N(C1=O)C=CC=C2C2=CC(=C(C(=O)NCCOC)C=C2)F)C(F)(F)F